tris[3-(3,4-dicarboxyphenoxy)phenyl]phosphine oxide C(=O)(O)C=1C=C(OC=2C=C(C=CC2)P(C2=CC(=CC=C2)OC2=CC(=C(C=C2)C(=O)O)C(=O)O)(C2=CC(=CC=C2)OC2=CC(=C(C=C2)C(=O)O)C(=O)O)=O)C=CC1C(=O)O